7-(2-Aminoacetyl)-10-(2-((tert-butyldimethylsilyl)oxy)ethyl)-2,2,3,3-tetramethyl-9-oxo-4-oxa-7,10-diaza-3-silatridecan-13-oic acid NCC(=O)N(CCO[Si](C(C)(C)C)(C)C)CC(N(CCC(=O)O)CCO[Si](C)(C)C(C)(C)C)=O